NC(C([C@H](CC1=CC=CC=C1)NC(=O)C1=C(SC(=C1)C)C1=CC=CC=C1)=O)=O (S)-N-(4-AMINO-3,4-DIOXO-1-PHENYLBUTAN-2-YL)-5-METHYL-2-PHENYLTHIOPHENE-3-CARBOXAMIDE